3-Chloro-7-(hydroxymethyl)-1,5-naphthyridin-2(1H)-one ClC=1C(NC2=CC(=CN=C2C1)CO)=O